(S)-5-((4-((2-hydroxy-1-phenylethyl)amino)-5-(5-(pyridin-2-yl)-1,3,4-oxadiazol-2-yl)pyridin-2-yl)amino)isoindolin-1-one OC[C@H](C1=CC=CC=C1)NC1=CC(=NC=C1C=1OC(=NN1)C1=NC=CC=C1)NC=1C=C2CNC(C2=CC1)=O